N(C(=O)C)[C@@H]1CC[C@H](CC1)O trans-p-acetaminocyclohexanol